(5-bromopyridin-2-yl)-2,6-diazaspiro[3.3]heptane BrC=1C=CC(=NC1)C1NCC12CNC2